N-(2-(8-oxa-1-azaspiro[4.5]dec-3-en-4-yl)thieno[2,3-b]pyridin-4-yl)-4,6-difluorobenzo[d]thiazol-5-amine N1CC=C(C12CCOCC2)C2=CC=1C(=NC=CC1NC=1C(=CC3=C(N=CS3)C1F)F)S2